FC(F)(F)C=1C(=NNC1)C#N (trifluoromethyl)pyrazole-3-carbonitrile